3-[(2-Amino-3,5-dibromo-benzyl)-methylamino]-cyclohexanthiol NC1=C(CN(C2CC(CCC2)S)C)C=C(C=C1Br)Br